FC(C1=CC(=NC=C1)C(=O)N[C@@H]1CCC2=CC(=CC=C12)C1=NOC(=N1)COC)F (R)-4-(difluoromethyl)-N-(5-(5-(methoxymethyl)-1,2,4-oxadiazol-3-yl)-2,3-dihydro-1H-inden-1-yl)picolinamide